FC1=C(C=C(C=C1)F)[C@@]12N(CC[C@H]2C1)C1=NC=2N(C=C1)N=CC2C=2SC(=NN2)C(F)(F)F 2-(5-((1R,5S)-1-(2,5-difluorophenyl)-2-azabicyclo[3.1.0]hexan-2-yl)pyrazolo[1,5-a]pyrimidin-3-yl)-5-(trifluoromethyl)-1,3,4-thiadiazole